CO[C@H]1C[C@H](C2=CC=CC=C12)NC(C1=CC=C(S1)C=1C=2C(N3CCC[C@H]3C2N=C(C1C=1OC(=NN1)C)CCC1=CC=C(C=C1)F)=O)=O N-[(1R,3S)-3-methoxy-1-indanyl]-5-{(2S,6R)-11-[2-(p-fluorophenyl)ethyl]-10-(5-methyl-1,3,4-oxadiazol-2-yl)-7-oxo-6,12-diazatricyclo[6.4.0.02,6]dodeca-1(8),9,11-trien-9-yl}-2-thenamide